NC=1C=C(C=CC1N(CC(C)C)CC(C)C)CC#N 2-[3-amino-4-[bis(2-methylpropyl)amino]phenyl]acetonitrile